C(C)OC(CC(C(CC)C)=O)=O.C(C)(CC)C=1NC=CC1C(=O)OCC Ethyl 2-sec-butyl-1H-pyrrole-3-carboxylate ethyl-4-methyl-3-oxohexanoate